sodium N-cyclohexyl-N-palmitoyl taurate CCCCCCCCCCCCCCCC(=O)N(CCS(=O)(=O)[O-])C1CCCCC1.[Na+]